[Pd].C(C)(C)(C)P(C(C)(C)C)C(C)(C)C.C(C)(C)(C)P(C(C)(C)C)C(C)(C)C bis[tri(tert-butyl)phosphine] palladium